C(C)(C)(C)C1=NN(C=2C=C3CCN(C[C@]3(CC21)C(=O)C=2N=CSC2)C(=O)OCC(CO[Si](C)(C)C(C)(C)C)OC)C2=CC=C(C=C2)F 3-[tert-butyl-(dimethyl)silyl]oxy-2-methoxy-propan-1-ol (R)-tert-butyl-1-(4-fluorophenyl)-4a-(thiazole-4-carbonyl)-4a,5,7,8-tetrahydro-1H-pyrazolo[3,4-g]isoquinoline-6(4H)-carboxylate